2'-O,4'-C-methylenecytidine C1[C@]2([C@H]([C@@H](O1)[C@@H](O2)N3C=CC(=NC3=O)N)O)CO